N-(4-chloro-3-{4-[6-(3-fluoropropoxy)pyridin-3-yl]-6-oxo-1,6-dihydropyrimidin-2-yl}benzyl)propanamide ClC1=C(C=C(CNC(CC)=O)C=C1)C=1NC(C=C(N1)C=1C=NC(=CC1)OCCCF)=O